1-((4'-chloro-5,5-dimethyl-3,4,5,6-tetrahydro-[1,1'-biphenyl]-2-yl)-methyl)piperazine ClC1=CC=C(C=C1)C1=C(CCC(C1)(C)C)CN1CCNCC1